O1CCN(CC1)C=1N=C(C2=C(N1)N(CC2)C2N(CCCC2)C(=O)[O-])OCC=2C=NC=CC2 2-morpholino-4-(pyridin-3-ylmethoxy)-5H-pyrrolo[2,3-d]pyrimidin-7(6H)-ylpiperidine-1-carboxylate